ClC=1C=C(C=CC1F)NC(=O)C1=C(N=CN1C)C1CC2CC(CC2C1)(CNC1=NC=C(C=N1)C(F)(F)F)O N-(3-chloro-4-fluorophenyl)-4-(5-hydroxy-5-(((5-(trifluoromethyl)-pyrimidin-2-yl)amino)methyl)octahydropentalen-2-yl)-1-methyl-1H-imidazole-5-carboxamide